(3-([1,1'-Biphenyl]-2-ylethynyl)-1H-indazol-5-yl)(4-(4-aminophenoxy)piperidin-1-yl)methanone C1(=C(C=CC=C1)C#CC1=NNC2=CC=C(C=C12)C(=O)N1CCC(CC1)OC1=CC=C(C=C1)N)C1=CC=CC=C1